(R or S)-1-(difluoro(3-(2-(5-fluorothiophen-2-yl)ethyl)-1-(2-(6-methylpyridin-3-yl)propan-2-yl)pyrrolidin-3-yl)methyl)urea FC(NC(=O)N)([C@]1(CN(CC1)C(C)(C)C=1C=NC(=CC1)C)CCC=1SC(=CC1)F)F |o1:6|